N4-methyl-deoxycytidine CNC1=NC(N([C@H]2C[C@H](O)[C@@H](CO)O2)C=C1)=O